4-(perfluoropropan-2-yl)phenol FC(C(C(F)(F)F)(C1=CC=C(C=C1)O)F)(F)F